C(C1=CC=CC=C1)OC1=C(C(=O)NC2=C3C=CC=NC3=CC=C2)C=C(C(=C1)OCC1=CC=CC=C1)C(C)C 2,4-bis(benzyloxy)-5-isopropyl-N-(quinolin-5-yl)benzamide